2-[(3,3-dimethylcyclobutanecarbonyl)amino]-4-[2-phenoxyethyl-[4-(5,6,7,8-tetrahydro-1,8-naphthyridin-2-yl)butyl]amino]butanoic acid CC1(CC(C1)C(=O)NC(C(=O)O)CCN(CCCCC1=NC=2NCCCC2C=C1)CCOC1=CC=CC=C1)C